3-((4-(2-(4-(2-chloroethoxy)-3-cyano-5-methoxyphenyl)propan-2-yl)phenyl)ethynyl)pyridine ClCCOC1=C(C=C(C=C1OC)C(C)(C)C1=CC=C(C=C1)C#CC=1C=NC=CC1)C#N